ClC1=CC=C2C(=CC(=NC2=C1Cl)N1CC(CC1)N)N1C=NC=C1 1-(7,8-Dichloro-4-(1H-Imidazol-1-Yl)Quinolin-2-Yl)Pyrrolidin-3-Amine